N-((1-(4-cyano-3-trifluoromethylphenyl)-4-trifluoromethyl-1H-pyrazol-3-yl)methyl)-4-fluorobenzamide C(#N)C1=C(C=C(C=C1)N1N=C(C(=C1)C(F)(F)F)CNC(C1=CC=C(C=C1)F)=O)C(F)(F)F